(S)-N-(4-(4-amino-2,7-dimethyl-7H-pyrrolo[2,3-d]pyrimidin-5-yl)-3-(trifluoromethyl)phenyl)-2-(3-fluorophenyl)-2-hydroxyacetamide NC=1C2=C(N=C(N1)C)N(C=C2C2=C(C=C(C=C2)NC([C@@H](O)C2=CC(=CC=C2)F)=O)C(F)(F)F)C